CSC1=NC=CC(=N1)COC1=CC=C(C=C1)C(C)(C)C1=CC=C(OCCCNC(OC(C)(C)C)=O)C=C1 tert-butyl (3-(4-(2-(4-((2-(methylthio) pyrimidin-4-yl)methoxy)phenyl) propan-2-yl)phenoxy)propyl)carbamate